N-(3-cyano-4-(piperidin-4-ylamino)phenyl)-N-(4-fluorobenzyl)propanesulfonamide C(#N)C=1C=C(C=CC1NC1CCNCC1)N(S(=O)(=O)CCC)CC1=CC=C(C=C1)F